1-(4-(2-(4-bromophenyl)-propan-2-yl)thiazol-2-yl)-3-(4-(3-oxopiperazin-1-yl)benzyl)urea BrC1=CC=C(C=C1)C(C)(C)C=1N=C(SC1)NC(=O)NCC1=CC=C(C=C1)N1CC(NCC1)=O